2-(2,3-Dihydrobenzofuran-4-yl)-2-((R)-3-(4-(5,6,7,8-tetrahydro-1,8-naphthyridin-2-yl)butoxy)pyrrolidin-1-yl)acetic acid O1CCC2=C1C=CC=C2C(C(=O)O)N2C[C@@H](CC2)OCCCCC2=NC=1NCCCC1C=C2